CC=1N=C(C2=C(N1)SC=N2)NCCCC2=CC=CC=C2 5-methyl-N-(3-phenylpropyl)thiazolo[5,4-d]pyrimidin-7-amine